C(CCCCCCCCCCCCCCCCCCCC)C=1C=C(C(=C(O)C1)CCO)O L-5-heneicosyl-resorcinolethanol